CC([C@@H](C(=O)N1[C@@H](C[C@H](C1)O)C(=O)NC)N1N=NC(=C1)CCS(=O)(=O)C)(C)C (2S,4r)-1-[(2S)-3,3-dimethyl-2-[4-(2-methylsulfonylethyl)triazol-1-yl]butyryl]-4-hydroxy-N-methyl-pyrrolidine-2-carboxamide